N-(4-trifluoromethoxyphenyl)-2,3,4-tribenzyloxybenzamide methyl-(R)-2-cyano-4-(3-(dimethoxymethyl)pyrrolidin-1-yl)benzoate COC(C1=C(C=C(C=C1)N1C[C@@H](CC1)C(OC)OC)C#N)=O.FC(OC1=CC=C(C=C1)NC(C1=C(C(=C(C=C1)OCC1=CC=CC=C1)OCC1=CC=CC=C1)OCC1=CC=CC=C1)=O)(F)F